4,4'-bis(benzyloxy)-2-bromo-5'-ethyl-2'-fluoro-5-methyl-1,1'-biphenyl C(C1=CC=CC=C1)OC1=CC(=C(C=C1C)C1=C(C=C(C(=C1)CC)OCC1=CC=CC=C1)F)Br